bis(3,4-Epoxycyclohexylmethyl)malonate C1(CC2C(CC1)O2)CC(C(=O)[O-])(C(=O)[O-])CC2CC1C(CC2)O1